2-(2-(((3H-imidazo[4,5-c]quinolin-2-yl)methyl)amino)ethyl)-N-((3-fluoropyridin-2-yl)methyl)oxazole-4-carboxamide N1=C(NC=2C=NC=3C=CC=CC3C21)CNCCC=2OC=C(N2)C(=O)NCC2=NC=CC=C2F